OCCC(C(=O)O)CCCCCCCCCCCC hydroxyethyl-myristic acid